C(C#C)NC(O)=O propargyl-carbamic acid